C(C=C)OC(=O)NC[C@@H](CN(C(OC(C)(C)C)=O)C[C@H](CNC(=O)OC(C)(C)C)O)O tert-butyl N-[(2S)-3-(allyloxycarbonylamino)-2-hydroxy-propyl]-N-[(2S)-3-(tert-butoxycarbonylamino)-2-hydroxy-propyl]carbamate